6-{[4-methyl-1-(6-methylpyridin-3-yl)-1H-1,2,3-triazol-5-yl]methoxy}-2-(2-methylpropyl)-1,2,3,4-tetrahydro-2,7-naphthyridine CC=1N=NN(C1COC=1C=C2CCN(CC2=CN1)CC(C)C)C=1C=NC(=CC1)C